(1R)-1-[8-piperidin-1-yl-2-[(6-piperidin-4-ylsulfonyl-7,8-dihydro-5H-1,6-naphthyridin-2-yl)amino]pyrido[3,4-d]pyrimidin-6-yl]ethanol N1(CCCCC1)C1=NC(=CC2=C1N=C(N=C2)NC2=NC=1CCN(CC1C=C2)S(=O)(=O)C2CCNCC2)[C@@H](C)O